C(#N)C=1C=NN2C1C(=CC(=C2)C=2C=NN(C2)[C@@H]2CN(CC2)C(=O)C2=C(C=C(C=C2)NC(C=C)=O)OC)OC (S)-N-(4-(3-(4-(3-cyano-4-methoxypyrazolo[1,5-a]pyridin-6-yl)-1H-pyrazol-1-yl)pyrrolidine-1-carbonyl)-3-methoxyphenyl)acrylamide